C[C@@]12CC[C@]3(C[C@H](CC3=C1CCC=1C=C(C=CC21)O)O)C (9R,13S,16R)-9,13-dimethyl-7,9,11,12,13,15,16,17-octahydro-6H-cyclopenta[a]phenanthrene-3,16-diol